FC1=CC(=C(C(=C1)C1=CC(=NC=C1)OC)CC(=O)OC(C)(C)C)C(C)C tert-butyl 2-[4-fluoro-2-isopropyl-6-(2-methoxy-4-pyridyl) phenyl]acetate